FC1(C(CCCC1)C=1N=CC(NC1)=O)F 5-(2,2-difluorocyclohexyl)pyrazin-2(1H)-one